docosyl-naphthalene C(CCCCCCCCCCCCCCCCCCCCC)C1=CC=CC2=CC=CC=C12